(1S,3S)-3-((6-(5-chloro-3-(((methyl(pentyl)carbamoyl)oxy)methyl)thiophen-2-yl)-2-methyl Pyridin-3-yl)oxy)cyclohexane-1-carboxylate ClC1=CC(=C(S1)C1=CC=C(C(=N1)C)O[C@@H]1C[C@H](CCC1)C(=O)[O-])COC(N(CCCCC)C)=O